(S)-1-Benzyl 5-methyl 3-methyl-2-oxoimidazolidine-1,5-dicarboxylate CN1C(N([C@@H](C1)C(=O)OC)C(=O)OCC1=CC=CC=C1)=O